N-((R)-2-cyano-1-(4-(ethylsulfonyl)phenyl)ethyl)-4-((2S,4S)-2-((difluoromethoxy)methyl)-4-(4-(difluoromethoxy)phenoxy)pyrrolidin-1-yl)benzamide C(#N)C[C@H](C1=CC=C(C=C1)S(=O)(=O)CC)NC(C1=CC=C(C=C1)N1[C@@H](C[C@@H](C1)OC1=CC=C(C=C1)OC(F)F)COC(F)F)=O